N-(3-cyanophenyl)-2-fluoro-6-(4-fluoro-2-methylphenoxy)-3-(trifluoromethyl)benzamide C(#N)C=1C=C(C=CC1)NC(C1=C(C(=CC=C1OC1=C(C=C(C=C1)F)C)C(F)(F)F)F)=O